(R)-N-(4-((2-((5-(tert-butyl)-1-(tetrahydrofuran-3-yl)-1H-pyrazol-3-yl)amino)-7-chloro-1-methyl-1H-imidazo[4,5-d]pyridin-6-yl)oxy)pyridin-2-yl)acetamide C(C)(C)(C)C1=CC(=NN1[C@H]1COCC1)NC1=NC=2C(=C(C(=NC2)OC2=CC(=NC=C2)NC(C)=O)Cl)N1C